FC1(C(NC2(CCC2)C1O)=O)F 7,7-difluoro-8-hydroxy-5-azaspiro[3.4]octan-6-one